C(C)(C)(C)OC(=O)NC=1SC2=C(N1)C(=CC=C2F)C2=C(C=C1C(=NC(=NC1=C2F)F)N2CC1CCC(C2)N1C(=O)OC(C)(C)C)C(F)(F)F tert-butyl 3-(7-(2-((tertbutoxy carbonyl)amino)-7-fluoro benzo[d]thiazol-4-yl)-2,8-difluoro-6-(trifluoromethyl)quinazolin-4-yl)-3,8-diazabicyclo[3.2.1]octane-8-carboxylate